3'-((1e,1'e)-(3,3'-dimethoxy-[1,1'-biphenyl]-4,4'-diyl)bis(diazene-2,1-diyl))bis(5-amino-4-hydroxynaphthalene-2,7-disulfonic acid) sodium salt [Na+].COC=1C=C(C=CC1/N=N/C1=C(C=C(C2=C(C=C(C=C12)S(=O)(=O)[O-])N)O)S(=O)(=O)[O-])C1=CC(=C(C=C1)/N=N/C1=C(C=C(C2=C(C=C(C=C12)S(=O)(=O)[O-])N)O)S(=O)(=O)[O-])OC.[Na+].[Na+].[Na+]